2,2,4,6,7-pentamethyl-3H-benzofuran-5-sulfonyl chloride CC1(OC2=C(C1)C(=C(C(=C2C)C)S(=O)(=O)Cl)C)C